C1(=CC=CC=C1)[C@@H](C)N[C@H](CC=1C=CC(=C(C1)S(=O)(=O)N)OC)C 5-[(S)-2-[[(R)-1-phenylethyl]amino]propyl]-2-methoxybenzenesulfonamide